FC1=C(C=CC(=C1)N1CCC2(CC1)CCNCC2)NC2C(NC(CC2)=O)=O 3-((2-fluoro-4-(3,9-diazaspiro[5.5]undecan-3-yl)phenyl)amino)-piperidine-2,6-dione